(S)-4-(cyclopropyl(4-(5,6,7,8-tetrahydro-1,8-naphthyridin-2-yl)butyl)amino)-2-(morpholine-4-carboxamido)butanoic acid C1(CC1)N(CC[C@@H](C(=O)O)NC(=O)N1CCOCC1)CCCCC1=NC=2NCCCC2C=C1